2-amino-6-borono-2-(2-methoxyethyl)hexanoic acid NC(C(=O)O)(CCCCB(O)O)CCOC